FC=1C(=C(C=CC1)NC(=S)C=1C(NCCC1NCC1=C(C=NC=C1)OCC1CN(CCO1)C)=O)C N-(3-fluoro-2-methylphenyl)-4-{[(3-{[4-methylmorpholin-2-yl]methoxy}pyridin-4-yl)methyl]amino}-2-oxo-1,2,5,6-tetrahydropyridine-3-carbothioamide